(4-bromopyridin-2-yl)-2-[(1S,4S)-5-methyl-2,5-diazabicyclo[2.2.1]heptan-2-yl]acetamide BrC1=CC(=NC=C1)C(C(=O)N)N1[C@@H]2CN([C@H](C1)C2)C